C(C)(C)(C)OC(NCCCN1CCNCC1)=O tert-butyl[3-(piperazin-1-yl)propyl]carbamate